Cl.N1CC(C1)N(C(OC(C)(C)C)=O)C tert-butyl azetidin-3-yl(methyl)carbamate hydrochloride